NC1=C2N=CN(C2=NC=N1)[C@H]1[C@H]([C@@H]([C@](O1)(CO)CC)O)O (2R,3S,4S,5R)-5-(6-amino-9H-purin-9-yl)-2-ethyl-2-(hydroxymethyl)tetrahydrofuran-3,4-diol